3-(isobutoxyethylphosphinyl)-2-methyl-propionic acid isobutyl ester C(C(C)C)OC(C(CP(=O)CCOCC(C)C)C)=O